2-(2,3,5,6-tetrafluoro-4-methylphenyl)propan FC1=C(C(=C(C(=C1F)C)F)F)C(C)C